C(C)(C)(C)OC(=O)N1C[C@@H]2COC3=C(CN2CC1)C=CC(=C3Cl)Br (12AR)-9-bromo-10-chloro-3,4,12,12a-tetrahydro-6H-pyrazino[2,1-c][1,4]benzoxazepine-2(1H)-carboxylic acid tert-butyl ester